(R)-3-(3-(hydroxymethyl)-4-methylphenyl)-2,2-dimethyl-3-(8-methyl-3-(trifluoromethyl)-[1,2,4]triazolo[4,3-a]pyridine-7-yl)propanoate OCC=1C=C(C=CC1C)[C@@H](C(C(=O)[O-])(C)C)C1=C(C=2N(C=C1)C(=NN2)C(F)(F)F)C